C1(CC1)CNCCC=1SC=C(N1)C(=O)NCC1=NC=CC=C1F 2-{2-[(cyclopropylmethyl)amino]ethyl}-N-[(3-fluoropyridin-2-yl)methyl]-1,3-thiazole-4-carboxamide